C(C1=CC=CC=C1)OC1=NC(=CC=C1N1C(N(C2=C1C=CC(=C2)/C=C/C(=O)OC(C)(C)C)C)=O)OCC2=CC=CC=C2 tert-butyl (E)-3-(1-(2,6-bis(benzyloxy)pyridin-3-yl)-3-methyl-2-oxo-2,3-dihydro-1H-benzo[d]imidazol-5-yl)acrylate